2-(2,6-dimethylpyridin-4-yl)-4-fluoro-3-isopropyl-5-(piperidin-4-yl)-1H-pyrrolo[2,3-c]pyridine CC1=NC(=CC(=C1)C1=C(C=2C(=CN=C(C2F)C2CCNCC2)N1)C(C)C)C